[C@H]12C=3N(C[C@H](CNC1)C2)C(C=CC3)=O (1R-cis)-1,2,3,4,5,6-hexahydro-1,5-methano-8H-pyrido[1,2-a][1,5]diazocin-8-one